3,4-dioxetane C1COO1